BrC=1C=CC=2N(C3=CC=C(C=C3C2C1)Br)CCCCP(O)(O)=O.C1CC12CCN(CC2)C2=C(C(=O)N)C=CC=C2 2-(6-azaspiro[2.5]Octan-6-yl)benzamide (4-(3,6-dibromo-9H-carbazol-9-yl)butyl)phosphonate